3,3-dimethylmorpholine CC1(NCCOC1)C